Octyl-ethyl-butane C(CCCCCCC)C(CCC)CC